(R)-N-(2-(4-cyanothiazolidin-3-yl)-2-oxoethyl)-6-(3-cyclopropyl-3-fluoroazetidin-1-yl)quinoline-4-carboxamide sulfur [S].C(#N)[C@H]1N(CSC1)C(CNC(=O)C1=CC=NC2=CC=C(C=C12)N1CC(C1)(F)C1CC1)=O